Cl.ClCCNCC(C1=CC=CC=C1)O alpha-[[(2-chloroethyl)amino]methyl]benzyl alcohol hydrochloride